[O-]S(=O)(=O)C(F)(F)F.COC1=CC=C(C=C1)C(=C[S+]1CCCC1)C1=CC=C(C=C1)OC 1-(2,2-bis(4-methoxyphenyl)vinyl)tetrahydro-1H-thiophen-1-ium triflate